(5-((2-azaspiro[3.3]hept-6-yl)ethynyl)-6-aminopyridazin-3-yl)phenol C1NCC12CC(C2)C#CC=2C=C(N=NC2N)C2=C(C=CC=C2)O